3-Chloro-N-{(1S)-1-[1-(5-cyanopyridin-2-yl)-1H-1,2,4-triazol-5-yl]ethyl}-5-[(methylsulfonyl)methyl]benzamide ClC=1C=C(C(=O)N[C@@H](C)C2=NC=NN2C2=NC=C(C=C2)C#N)C=C(C1)CS(=O)(=O)C